2H-pyran-3,4,5-Tri-yl triacetate C(C)(=O)OC=1COC=C(C1OC(C)=O)OC(C)=O